2-(2-((tert-butyldimethylsilyl)oxy)-1-fluoroprop-2-yl)-5-nitropyridine [Si](C)(C)(C(C)(C)C)OC(CF)(C)C1=NC=C(C=C1)[N+](=O)[O-]